COC1=NC=CC(=N1)C1=CC=C(CN2N=CC3=C(C=CC(=C23)C(=O)N)C#CC)C=C1 1-(4-(2-methoxypyrimidin-4-yl)benzyl)-4-(propane-1-yn-1-yl)-1H-indazole-7-carboxamide